[Cl-].[Cl-].C[Si](=[Zr+2](C1=C(C=C2C(C=3CCCC3C=C12)C1=CC=C(C=C1)C(C)(C)C)C)C1C(=CC2=C(C(=C(C=C12)C(C)(C)C)OC)C1=CC(=CC(=C1)C(C)(C)C)C(C)(C)C)C)C Trans-dimethylsilanediyl-[2-methyl-4-(3,5-di-tert-butylphenyl)-5-methoxy-6-tert-butylinden-1-yl][2-methyl-4-(4-tert-butylphenyl)-5,6,7-trihydro-s-indacen-1-yl]zirconium dichloride